CN(C1=CC=C(C=C1)C1(OC(=O)C2=CC=CC=C12)C1=C(NC2=CC=CC=C12)C)C 3-(p-dimethylaminophenyl)-3-(2-methylindol-3-yl)phthalide